3-((6'-(2H-tetrazol-5-yl)-[1,1':3',1''-terphenyl]-4-yl)methyl)-2-methyl-7-oxa-1,3-diazaspiro[4.4]non-1-en-4-one N=1NN=NC1C1=CC=C(C=C1C1=CC=C(C=C1)CN1C(=NC2(C1=O)COCC2)C)C2=CC=CC=C2